FC=1C=C2C(C(=CN3C2=C(C1N1CCN(CC1)C1=NC=CC=N1)OC[C@@H]3C)C(=O)O)=O (S)-9-fluoro-3-methyl-7-oxo-10-(4-(pyrimidin-2-yl)piperazin-1-yl)-2,3-dihydro-7H-[1,4]oxazino[2,3,4-ij]quinoline-6-carboxylic acid